C(C)(C)(C)OC(N[C@@H]1CN(CC[C@H]1F)C1=NC2=C(N1CC1=NC=C(C=C1)C#N)C=CC=C2)=O ((3R,4R)-1-(1-((5-cyanopyridin-2-yl)methyl)-1H-benzo[d]imidazol-2-yl)-4-fluoropiperidin-3-yl)carbamic acid tert-butyl ester